8-methyl-imidazo[1,2-a]pyridine-6-carbonitrile CC=1C=2N(C=C(C1)C#N)C=CN2